racemic-trans-7,8-dichloro-10-((2-hydroxyethyl)amino)-5-(2-methoxyethyl)-1-methyl-3,4,5,6-tetrahydroazepino[4,5-b]indol-2(1H)-one ClC1=C(C=C(C=2C3=C(NC12)[C@@H](CNC([C@H]3C)=O)CCOC)NCCO)Cl |r|